NC=1C=C(C=CC1)[C@H]1N([C@H](CC1)C)C(=O)OC(C)(C)C |o1:7,9| rel-tert-butyl (2S,5S)-2-(3-aminophenyl)-5-methylpyrrolidine-1-carboxylate